2-N,2-N-bis(2-aminoethyl)ethane-1,1,2-triamine NCCN(CC(N)N)CCN